3-(3-methoxyphenyl)-1-methyl-1H-pyrazole-4-carbaldehyde COC=1C=C(C=CC1)C1=NN(C=C1C=O)C